silylpropyl-glycerol methacrylate C(C(=C)C)(=O)OC(C(O)CO)CCC[SiH3]